7-bromo-2-(((tetrahydro-2H-pyran-4-yl)thio)methyl)quinazolin-4(3H)-one BrC1=CC=C2C(NC(=NC2=C1)CSC1CCOCC1)=O